BrC1=CC=C(C=C1)[C@H]1[C@@H]([C@H](CCC1)C(NC1=C(C=C(C=C1)C(F)(F)F)F)=O)C(=O)O (1S,2R,6S)-2-(4-bromophenyl)-6-((2-fluoro-4-(trifluoromethyl)phenyl)carbamoyl)cyclohexane-1-carboxylic acid